FC1=CC=C(C=C(C(=O)OC(C)C)C#N)C=C1 isopropyl 4-fluoro-α-cyanocinnamate